CC1(NC(CC(C1)CCCCCCCCCCCCC1C(=O)NC(C1)=O)(C)C)C (2,2,6,6-tetramethyl-4-piperidyl)dodecylsuccinimide